[N]1N=NC(=C1)CCNC(C(=C)COC1=CC=C2C=CC(OC2=C1)=O)=O N-(2-(1λ2,2,3-triazol-4-yl)ethyl)-2-(((2-oxo-2H-chromen-7-yl)oxy)methyl)acrylamide